dodecyl-sodium propanesulfonate C(CC)S(=O)(=O)O.C(CCCCCCCCCCC)[Na]